3-(2-(5-(4-hydroxybenzylidene)-3-(4-methylphenyl)-4-oxothiazolidine-2-ylidene)hydrazono)-5-bromoindol-2-one OC1=CC=C(C=C2C(N(C(S2)=NN=C2C(NC3=CC=C(C=C23)Br)=O)C2=CC=C(C=C2)C)=O)C=C1